COC1=CC=C(C=C1)C(OC[C@@H]1[C@H]([C@H]([C@@H](O1)N1C=2N(C(C=C1)=O)C=CN2)O[Si](C)(C)C(C)(C)C)OC(=S)N2C=NC=C2)(C2=CC=CC=C2)C2=CC=C(C=C2)OC 8-{5-O-[bis(4-methoxyphenyl)(phenyl)methyl]-2-O-[tert-butyl(dimethyl)silyl]-3-O-(1H-imidazol-1-ylcarbonothioyl)-β-D-ribofuranosyl}imidazo[1,2-a]pyrimidin-5(8H)-one